1-(cyclobutylmethyl)-3-methyl-1H-pyrazolo[3,4-d]pyrimidine C1(CCC1)CN1N=C(C=2C1=NC=NC2)C